IC1=NN(C2=CC=CC=C12)CC1=CC=C(C=C1)OC 3-iodo-1-(4-methoxybenzyl)-1H-indazole